4-methyl-1-(methylsulfonyl)-N-((2-(6-(2,2,6,6-tetramethylmorpholino)pyridin-2-yl)-1,6-naphthyridin-7-yl)methyl)indoline-6-carboxamide CC1=C2CCN(C2=CC(=C1)C(=O)NCC1=NC=C2C=CC(=NC2=C1)C1=NC(=CC=C1)N1CC(OC(C1)(C)C)(C)C)S(=O)(=O)C